tert-Butyl (1S,4S)-5-(4-((3-chloro-4-(cyclopropylmethoxy)-2-fluorophenyl)amino)-7-fluoroquinazolin-6-yl)-2,5-diazabicyclo[2.2.1]heptane-2-carboxylate ClC=1C(=C(C=CC1OCC1CC1)NC1=NC=NC2=CC(=C(C=C12)N1[C@@H]2CN([C@H](C1)C2)C(=O)OC(C)(C)C)F)F